N-(3-fluoro-5-(methylsulfonamido)phenyl)-5-methyl-1H-pyrrole-3-carboxamide FC=1C=C(C=C(C1)NS(=O)(=O)C)NC(=O)C1=CNC(=C1)C